4-((7,7-difluoro-9-isopropyl-5-methyl-6-oxo-6,7,8,9-tetrahydro-5H-pyrimido[4,5-b][1,4]diazepin-2-yl)amino)-3-methoxy-N-(3-(piperazin-1-yl)pyrrolidin-1-yl)benzamide FC1(C(N(C2=C(N(C1)C(C)C)N=C(N=C2)NC2=C(C=C(C(=O)NN1CC(CC1)N1CCNCC1)C=C2)OC)C)=O)F